tertiary butanol aluminum [Al].C(C)(C)(C)O